C(CCCCCC)C1OCC=C(C1)C 2-heptyl-4-methyl-3,6-dihydro-2H-pyran